C12N(CCCC2C1)C(=O)C1=CC=C(C=C1)C1=C(N(C=2N=CN=C(C21)N)C)C2=CC=C(C=C2)NC(C(=C)C)=O N-(4-(5-(4-(2-azabicyclo[4.1.0]heptane-2-carbonyl)phenyl)-4-amino-7-methyl-7H-pyrrolo[2,3-d]pyrimidin-6-yl)phenyl)methacrylamide